C(C)(C)N1N=C(N=C1[C@H]1C[C@@H](CC1)N1CCOCC1)C=1C=NC=C(C1)C(F)(F)F ((1r,3r)-3-(1-isopropyl-3-(5-(trifluoromethyl)pyridin-3-yl)-1H-1,2,4-triazol-5-yl)cyclopentyl)morpholine